α-Methyl-1-methoxycarbonyl-3-indoleacetic acid methyl ester COC(C(C1=CN(C2=CC=CC=C12)C(=O)OC)C)=O